O=C1NC(CCC1N1C(C2=CC=CC(=C2C1=O)NCC=1N=NN(C1)CCCCCCCCC(=O)N)=O)=O 9-(4-(((2-(2,6-dioxopiperidin-3-yl)-1,3-dioxoisoindolin-4-yl)amino)methyl)-1H-1,2,3-triazol-1-yl)nonanamide